CC1=C(C(=CC=C1)C)NS(=O)(=O)C=1C=C(C=NC1OC)NC(=O)C1=NOC2=C1C=CC=C2 N-(5-(N-(2,6-dimethylphenyl)sulfamoyl)-6-methoxypyridin-3-yl)benzo[d]isoxazole-3-carboxamide